3-methoxymethyl-1H-pyrazole-4-carboxylic acid 2-fluoro-3-methoxy-benzylamide FC1=C(CNC(=O)C=2C(=NNC2)COC)C=CC=C1OC